1,4-benzenedicarboxylic acid bis(2-ethylhexyl)ester C(C)C(COC(=O)C1=CC=C(C=C1)C(=O)OCC(CCCC)CC)CCCC